FC(OC1=CC(=NC=C1F)N1C(C(C2=CC(=CC=C12)C(=O)NC1(CCS(CC1)(=O)=O)C)(C)C)=O)F 1-(4-(difluoromethoxy)-5-fluoropyridin-2-yl)-3,3-dimethyl-N-(4-methyl-1,1-dioxidotetrahydro-2H-thiopyran-4-yl)-2-oxoindoline-5-carboxamide